N=1N(N=C2C1C=CC=C2)C2=C(C(=CC(=C2)C)CC(C[Si](O[Si](C)(C)C)(O[Si](C)(C)C)C)C)O (2H-benzotriazol-2-yl)-4-methyl-6-(2-methyl-3-(1,3,3,3-tetramethyl-1-(trimethylsilyloxy)disiloxanyl)-propyl)phenol